FC1=CC(=C2C=C(NC(C2=C1)=O)CCCN1CCN(CC1)C1=NC=C(C#N)C=C1)C 6-(4-(3-(7-fluoro-5-methyl-1-oxo-1,2-dihydroisoquinolin-3-yl)propyl)piperazin-1-yl)nicotinonitrile